4-amino-1H,3H-furo[3,4-c]quinolin NC1=NC=2C=CC=CC2C2=C1COC2